2α-fluoro-3β-hydroxy-7-oxo-5beta-cholanic acid methyl ester COC(CC[C@@H](C)[C@H]1CC[C@H]2[C@@H]3C(C[C@@H]4C[C@H]([C@@H](C[C@]4(C)[C@H]3CC[C@]12C)F)O)=O)=O